ClC1=C(C=CC(=C1I)F)NS(=O)(=O)C1=C(C=CC(=C1)F)F N-(2-chloro-4-fluoro-3-iodophenyl)-2,5-difluorobenzenesulfonamide